trans-3-fluoro-5-[(3S)-2-[4-(pyrimidin-5-ylmethyl)cyclohexanecarbonyl]isoxazolidin-3-yl]benzonitrile FC=1C=C(C#N)C=C(C1)[C@H]1N(OCC1)C(=O)[C@@H]1CC[C@H](CC1)CC=1C=NC=NC1